tert-butyl 2-methyl-4-propionylpiperazine-1-carboxylate CC1N(CCN(C1)C(CC)=O)C(=O)OC(C)(C)C